CN1C[C@@H]2[C@H](C1)C(CO2)O (3aR,6aS)-5-methylhexahydro-2H-furo[2,3-c]pyrrol-3-ol